4,4'-((3,5-dioxo-1,2,4-triazine-2,4(3H,5H)-diyl)bis(methylene))dibenzonitrile O=C1N(N=CC(N1CC1=CC=C(C#N)C=C1)=O)CC1=CC=C(C#N)C=C1